N-(3-(((R)-2,6-dioxopiperidin-3-yl)amino)phenyl)acetamide hydrochloride Cl.O=C1NC(CC[C@H]1NC=1C=C(C=CC1)NC(C)=O)=O